CN1C(NC(C=2N(C=NC12)C)=O)=O 3,7-dimethylxanthine